3-fluoro-N-(2-(2,4,5-trifluoro-3-((1R,3R)-3-methyl-2-(2,2,2-trifluoroethyl)-2,3,4,9-tetrahydro-1H-pyrido[3,4-b]indol-1-yl)phenoxy)ethyl)propan-1-amine FCCCNCCOC1=C(C(=C(C(=C1)F)F)[C@H]1N([C@@H](CC2=C1NC1=CC=CC=C21)C)CC(F)(F)F)F